Ethyl (2-cyano-2-(2-(3,5-dichloro-4-((7-(4-methoxybenzyl)-5,5-dimethyl-6-oxo-6,7-dihydro-5H-pyrrolo[2,3-c]pyridazin-3-yl)oxy)phenyl)hydrazine-ylidene)acetyl)carbamate C(#N)C(C(=O)NC(OCC)=O)=NNC1=CC(=C(C(=C1)Cl)OC1=CC2=C(N=N1)N(C(C2(C)C)=O)CC2=CC=C(C=C2)OC)Cl